2',5'-dihydrospiro[cyclopropan-1,4'-furo[2,3-g]indazol]-7'-carboxamide N=1NC=C2C3(CC4=C(C12)C=C(O4)C(=O)N)CC3